5-bromo-4-(5-fluoropyrimidin-2-yl)thiophene-2-carboxylic acid methyl ester COC(=O)C=1SC(=C(C1)C1=NC=C(C=N1)F)Br